1-ethyl-2,2-dimethylethylene C(C)C=C(C)C